ClC1=C2C(N(C(=NC2=CC(=C1)Cl)N(CC)CC)NC(CC1=CC(=CC(=C1)F)F)=O)=O N-(5,7-Dichloro-2-diethylamino-4-oxo-4H-quinazolin-3-yl)-2-(3,5-difluoro-phenyl)-acetamide